azepanol N1(CCCCCC1)O